N,N-diethylaminopropyl-methyl-dimethoxysilane C(C)N(CC)CCC[Si](OC)(OC)C